C(#N)CCOOCCOOCCC#N ethylene glycol bis(cyanoethoxy) ether